CN1N=CC(=C1)C=1N=C2C(=NC1)N(N=N2)C[C@H]2OCCN(C2)C2=NC=C(C=N2)C2=CC=C(CN1CCN(CC1)CC(=O)O)C=C2 (S)-2-(4-(4-(2-(2-((5-(1-methyl-1H-pyrazol-4-yl)-1H-[1,2,3]triazolo[4,5-b]pyrazin-1-yl)methyl)morpholino)pyrimidin-5-yl)benzyl)piperazin-1-yl)acetic acid